BrC=1N=C(N(C1)C)C(=O)NCC=1C=C2CN(C(C2=CC1)=O)C1C(NC(CC1)=O)=O 4-Bromo-N-((2-(2,6-dioxopiperidin-3-yl)-1-oxoisoindolin-5-yl)methyl)-1-methyl-1H-imidazole-2-carboxamide